ClC1=C(C=CC=C1)CC(=O)NC1=CC(=NC=C1)N(C(C)=O)C1=CC=C(C=C1)OC(F)F N-{4-[2-(2-chlorophenyl)acetylamino]pyridin-2-yl}-N-[4-(difluoromethoxy)phenyl]acetamide